COC1=NC=C(C(=N1)OC)C=1C=C(C=2N(N1)C=C(N2)C2(CC2)C(F)(F)F)C2(CC2)C(F)(F)F 6-(2,4-dimethoxypyrimidin-5-yl)-2,8-bis[1-(trifluoromethyl)cyclopropyl]imidazo[1,2-b]pyridazine